C(C1=CC=CC=C1)OC(=O)N1[C@@H]2[C@H](C(C1)(F)F)CN(C2)C(CC(C(=O)O)(C)C)=O 4-((cis)-1-((Benzyloxy)carbonyl)-3,3-difluorohexahydropyrrolo[3,4-b]pyrrol-5(1H)-yl)-2,2-dimethyl-4-oxobutanoic acid